FC(OC=1C=CC=C2C(N([C@H]3C4=NC5=CC=C(C=C5N4[C@@H](C12)C3)B3OC(C(O3)(C)C)(C)C)C)=O)F (1R,11R)-18-(difluoromethoxy)-12-methyl-5-(4,4,5,5-tetramethyl-1,3,2-dioxaborolan-2-yl)-2,9,12-triazapentacyclo[9.8.1.0^{2,10}.0^{3,8}.0^{14,19}]icosa-3,5,7,9,14,16,18-heptaen-13-one